2-(2,6-difluorobenzamido)butanoic acid FC1=C(C(=O)NC(C(=O)O)CC)C(=CC=C1)F